Cl.CN(CC(=O)O)CC1=CC(=CC=C1)C=1OC(=NN1)C=1C(=C(C=CC1)C1=CC=CC=C1)C N-methyl-N-(3-(5-(2-methyl-[1,1'-biphenyl]-3-yl)-1,3,4-oxadiazol-2-yl)benzyl)glycine hydrochloride